C(C)(C)(C)OC(=O)N1C[C@H](OCC(C1)COC)C(=O)O (2S)-4-(tert-Butoxycarbonyl)-6-(methoxymethyl)-1,4-oxaazepane-2-carboxylic acid